C(C1=CC=CC=C1)C=1C(=NC=C(N1)C1=C(C(=CC=C1)O[Si](C)(C)C(C)(C)C)Cl)N\C(\C(=O)OC(C)(C)C)=C/C=1OC=CC1 Tert-butyl (Z)-2-((3-benzyl-5-(3-((tert-butyldimethylsilyl)oxy)-2-chlorophenyl)pyrazin-2-yl)amino)-3-(furan-2-yl)acrylate